CNC1CC(OCC1)(C)C N,2,2-trimethyloxan-4-amine